(S)-2-(((R)-5-methyl-8-(2-oxopyrrolidin-1-yl)-5H-chromeno[4,3-c]pyridin-3-yl)amino)-6,6a,7,8-tetra-hydro-9H-pyrido[2,3-b]-pyrrolo[1,2-d][1,4]oxazin-9-one C[C@H]1OC=2C=C(C=CC2C=2C=NC(=CC21)NC2=CC1=C(OC[C@H]3N1C(CC3)=O)N=C2)N2C(CCC2)=O